OC(C)(C)[C@H]1CN(CC1)C1=CC(=NC=N1)N1N=CC2=CC=C(C=C12)[C@]1(CC12CC2)C#N |o1:24| (R or S)-1-(1-(6-((R)-3-(2-hydroxypropan-2-yl)pyrrolidin-1-yl)pyrimidin-4-yl)-1H-indazol-6-yl)spiro[2.2]pentane-1-carbonitrile